FC1=C(C=CC=C1)S(=O)(C)=NC1=CC=C(C(N)=NO)C=C1 4-(((2-Fluorophenyl)(methyl)(oxo)-λ6-sulfanylidene)amino)-N'-hydroxybenzimidamide